COC=1C=C(C=CC1)N1C(=C(C=C1C)C(=O)OCC)C Ethyl 1-(3-methoxyphenyl)-2,5-dimethyl-1H-pyrrole-3-carboxylate